CO[C@@H](CN(CC[C@@H](C(=O)O)NC(CC1(CCC1)C)=O)CCCCC1=NC=2NCCCC2C=C1)C (S)-4-(((R)-2-methoxypropyl)(4-(5,6,7,8-tetrahydro-1,8-naphthyridin-2-yl)butyl)amino)-2-(2-(1-methylcyclobutyl)acetamido)butanoic acid